BrC1=C(C(=CC=C1)OC(F)F)[C@@H](CC=O)NC1=NC(=CC=C1[N+](=O)[O-])Cl (R)-3-(2-bromo-6-(difluoromethoxy)phenyl)-3-((6-chloro-3-nitropyridin-2-yl)amino)propanal